BrC=1C=2N(C=C(C1C)Cl)C=CN2 8-Bromo-6-chloro-7-methylimidazo[1,2-a]pyridine